(1R,4R)-4-((6-aminopyridin-2-yl)amino)cyclohexane NC1=CC=CC(=N1)NC1CCCCC1